C(C)(C)(C)OC(CCCCCCCCCCCCCCCCC(=O)O)=O octadecanedioic acid monoTertiary butyl ester